O=C(C(CC(=O)OCCC)OCCC)NC1=CC=CC=C1 propyl 4-oxo-4-(phenylamino)-3-propoxybutyrate